COC=1C=C(C=C(C1OC)OC)C1=C(C=NC=2N1N=CC2)C(=O)OCC Ethyl 7-(3,4,5-trimethoxyphenyl)pyrazolo[1,5-a]pyrimidine-6-carboxylate